N-[[4-[6-(4-benzyloxy-3,3-difluoro-butyl)pyrrolo[2,1-f][1,2,4]triazin-4-yl]-2-fluoro-phenyl]methyl]-5-tert-butyl-1,2,4-oxadiazole-3-carboxamide C(C1=CC=CC=C1)OCC(CCC=1C=C2C(=NC=NN2C1)C1=CC(=C(C=C1)CNC(=O)C1=NOC(=N1)C(C)(C)C)F)(F)F